BrCC1=C(C=C(C=C1)C1=NOC(C1)(C(F)(F)F)C1=CC(=CC(=C1)Cl)Cl)F 3-(4-(bromomethyl)-3-fluorophenyl)-5-(3,5-dichlorophenyl)-5-(trifluoromethyl)-4,5-dihydroisoxazole